3-[2-acetyl-3-(1-ethylindazol-5-yl)-3,4-dihydropyrazol-5-yl]-6-chloro-4-phenyl-1H-quinolin-2-one C(C)(=O)N1N=C(CC1C=1C=C2C=NN(C2=CC1)CC)C=1C(NC2=CC=C(C=C2C1C1=CC=CC=C1)Cl)=O